sulfamoyl-4-fluorophenylamine S(N)(=O)(=O)NC1=CC=C(C=C1)F